FC=1C=C2C(N(C(=NC2=C(C1)[C@@H](C)N[S@](=O)C(C)(C)C)N1CCOCC1)C)=O (R)-N-((R)-1-(6-fluoro-3-methyl-2-morpholino-4-oxo-3,4-dihydroquinazolin-8-yl)ethyl)-2-methylpropane-2-sulfinamide